3-(4-(4-Methylpiperazin-1-yl)phenyl)-5-phenyl-1H-pyrazolo[4,3-c]pyridazin-6(5H)-on CN1CCN(CC1)C1=CC=C(C=C1)C1=NNC=2C1=NN(C(C2)=O)C2=CC=CC=C2